OC1=C(C(=O)C2=CC=CC=C2)C=C(C(=C1)O)/C=N/C1=CC=C(C=C1)OC (E)-2,4-dihydroxy-5-((4-methoxyphenylimino)methyl)benzophenone